diethyl (5-ethynyl-6-fluoro-4-(8-fluoro-2-(((2R,7aS)-2-fluorotetrahydro-1H-pyrrolizin-7a(5H)-yl) methoxy)-4-(1,4-oxazepan-4-yl) pyrido[4,3-d]pyrimidin-7-yl) naphthalen-2-yl) phosphate P(=O)(OCC)(OCC)OC1=CC2=CC=C(C(=C2C(=C1)C1=C(C=2N=C(N=C(C2C=N1)N1CCOCCC1)OC[C@]12CCCN2C[C@@H](C1)F)F)C#C)F